methoxydiphenylsulfonium CO[S+](C1=CC=CC=C1)C1=CC=CC=C1